N1=C(C=NC=C1)CO pyrazin-2-ylmethanol